ClC1=C(C=CC=C1Cl)N1CCNCC1 4-(2,3-dichlorophenyl)piperazine